8-(6-Chloro-2-((5-chloro-1-cyclopropyl-1H-pyrazol-4-yl)amino)quinazolin-7-yl)-2-oxa-8-azaspiro[4.5]decan-4-one ClC=1C=C2C=NC(=NC2=CC1N1CCC2(C(COC2)=O)CC1)NC=1C=NN(C1Cl)C1CC1